6-FLUORO-4-METHOXY-1H-INDOLE-2-CARBALDEHYDE FC1=CC(=C2C=C(NC2=C1)C=O)OC